COC=1C=C(C=CC1OC)C=1NC2=CC=C(C=C2C1CC)OC1CCN(CC1)C1CCN(CC1)CC(C)C 2-(3,4-dimethoxyphenyl)-3-ethyl-5-((1'-isobutyl-[1,4'-bipiperidin]-4-yl)oxy)-1H-indole